[(3R)-3-[(6-chloro-5-methylpyridazin-3-yl)amino]piperidin-1-yl]acetic acid ClC1=C(C=C(N=N1)N[C@H]1CN(CCC1)CC(=O)O)C